1-(oxetan-3-yl)pyrazole-3-carboxylic acid O1CC(C1)N1N=C(C=C1)C(=O)O